4-[3-({3-[6-({[4-(1-methyl-1H-pyrazol-4-yl)phenyl]methyl}amino)pyrimidin-4-yl]imidazo[1,2-a]pyridin-7-yl}oxy)propyl]morpholin-3-one CN1N=CC(=C1)C1=CC=C(C=C1)CNC1=CC(=NC=N1)C1=CN=C2N1C=CC(=C2)OCCCN2C(COCC2)=O